(S)-3-((S)-3',3'-difluoro-r-(3-(1-(oxetan-3-yl)-1H-pyrazol-4-yl)benzyl)-6-oxo-6,8-dihydro-2H,7H-spiro[furo[2,3-e]isoindole-3,4'-piperidin]-7-yl)piperidine-2,6-dione FC1(CN(CC[C@@]12COC1=C3CN(C(C3=CC=C12)=O)[C@@H]1C(NC(CC1)=O)=O)CC1=CC(=CC=C1)C=1C=NN(C1)C1COC1)F